(3-methyltetrahydrofuran-3-yl)pyridine-2,3-diamine CC1(COCC1)C1=C(C(=NC=C1)N)N